N-[2,5-difluoro-4-(trifluoromethyl)phenyl]-5-[3-(methoxymethyl)pyridin-2-yl]-1H-pyrrole-3-sulfonamide FC1=C(C=C(C(=C1)C(F)(F)F)F)NS(=O)(=O)C1=CNC(=C1)C1=NC=CC=C1COC